FC1=C(C=CC(=C1)N1C(O[C@H](C1)CO)=O)C1=CC=C(C=C1)S(=O)(=O)C1CN(C1)C (5R)-3-[2-fluoro-4'-(1-methylazetidine-3-sulfonyl)[1,1'-biphenyl]-4-yl]-5-(hydroxymethyl)-1,3-oxazolidin-2-one